[I-].OC(CN1C=[N+](C=C1)CC1=CC=C(C=C1)C=C)COC1=CC=CC=C1 1-(2-hydroxy-3-phenoxy-propan-1-yl)-3-(4-vinylbenzyl)-1H-imidazolium iodide